(R)-2-(5-isopropyl-2-(trifluoromethoxy)phenyl)-2-((R)-3-((5-(5,6,7,8-tetrahydro-1,8-naphthyridin-2-yl)pentyl)oxy)pyrrolidin-1-yl)acetic acid C(C)(C)C=1C=CC(=C(C1)[C@H](C(=O)O)N1C[C@@H](CC1)OCCCCCC1=NC=2NCCCC2C=C1)OC(F)(F)F